allyl phenoxyacetate O(C1=CC=CC=C1)CC(=O)OCC=C